3-amino-4-(7-fluoro-1H-indazol-4-yl)-6-prop-1-en-2-yl-1H-1,7-phenanthrolin-2-one NC=1C(NC2=C3C=CC=NC3=C(C=C2C1C1=C2C=NNC2=C(C=C1)F)C(=C)C)=O